C(=O)(OC(C)(C)C)C1=C2C(=NC(=NC2=CC=C1)N)C(=O)OC(C)(C)C diboc-2-amino-quinazoline